ClC=1C(=CC2=C(N=C(S2)C)C1)[N+](=O)[O-] 5-chloro-2-methyl-6-nitrobenzo[d]thiazole